CC1=C(C(=CC=C1)C)C=1N=C(SC1I)N 4-(2,6-dimethylphenyl)-5-iodothiazol-2-amine